3-{[benzyl-(methyl)amino]methyl}-3-methyloxolan-2-one C(C1=CC=CC=C1)N(C)CC1(C(OCC1)=O)C